C[C@@H]1N([C@H](CC1)C)C(=O)[C@H]1CN(C)[C@@H]2CC3=CN(C4=CC=CC(C2=C1)=C34)C(=O)C3CC3 1-cyclopropanecarbonyl-lysergic acid-(S,S)-trans-2,5-dimethylpyrrolidide